2-ethoxyphenyl 2-chlorobenzoate ClC1=C(C(=O)OC2=C(C=CC=C2)OCC)C=CC=C1